tert-butyl rac-(1S,5R)-3,8-diazabicyclo[3.2.1]octane-8-carboxylate [C@@H]12CNC[C@@H](CC1)N2C(=O)OC(C)(C)C |r|